COC=1C=C(C2=C(N=C(N=C2)NC2=CC=C(C=C2)N2CCN(CC2)C)N1)C#C[Si](C(C)C)(C(C)C)C(C)C 7-methoxy-N-(4-(4-methylpiperazin-1-yl)phenyl)-5-((triisopropylsilyl)ethynyl)pyrido[2,3-d]pyrimidin-2-amine